(4,5-Dimethyl-thiazol-2-yl)-[2-fluoro-5-(7-morpholin-4-yl-quinazolin-4-yl)-pyridin-3-yl]-methanol CC=1N=C(SC1C)C(O)C=1C(=NC=C(C1)C1=NC=NC2=CC(=CC=C12)N1CCOCC1)F